COC([C@H](CCCCN1C(C2C3(C(=C(C(C2(C1=O)Br)(C3=O)C)C3=CC=CC=C3)C3=CC=CC=C3)C)=O)N)=O Methyl-(2S)-2-amino-6-(3a-bromo-4,7-dimethyl-1,3,8-trioxo-5,6-diphenyl-1,3,3a,4,7,7a-hexahydro-2H-4,7-methanoisoindol-2-yl)hexanoat